C(C)(CC)N1C(N(C=C1)CC1=C(N=NN1C)C1=CC=C(C(=N1)C)N1C[C@H](CC(C1)(F)F)CC(=O)O)=O 2-((3S)-1-(6-(5-((3-(sec-butyl)-2-oxo-2,3-dihydro-1H-imidazol-1-yl)methyl)-1-methyl-1H-1,2,3-triazol-4-yl)-2-methylpyridin-3-yl)-5,5-difluoropiperidin-3-yl)acetic acid